S(=O)(=O)(C1=CC=C(C)C=C1)OCC1N(C(CC1)COS(=O)(=O)C1=CC=C(C)C=C1)C(=O)OC(C)(C)C tert-Butyl 2,5-bis((tosyloxy)methyl)pyrrolidine-1-carboxylate